2-[4-[[(2'S,7R)-2,2'-dimethyl-spiro[4,5-dihydrothieno[2,3-c]pyran-7,4'-piperidine]-1'-yl]methyl]pyrazol-1-yl]ethanol CC1=CC2=C(S1)[C@@]1(C[C@@H](N(CC1)CC=1C=NN(C1)CCO)C)OCC2